Cl.N[C@H](C(=O)NC1=CC=C(C=C1)C1CCOCC1)C1CCC(CC1)C (S)-2-amino-2-((1r,4S)-4-methylcyclohexyl)-N-(4-(tetrahydro-2H-pyran-4-yl)phenyl)acetamide hydrochloride